3-(4-methylpyridin-2-yl)-5,5-diphenylpentane-2-one CC1=CC(=NC=C1)C(C(C)=O)CC(C1=CC=CC=C1)C1=CC=CC=C1